C12COCC(N1[C@H]1CCC3=C(CC1)C=C(C=C3)C=3C=C1C(=NC3)NC=C1C1=CC=C(C=C1)C1=NC=CC=C1N1C(CCC1)=O)C2 1-[2-(4-{5-[(7S)-7-{3-Oxa-6-azabicyclo[3.1.1]heptan-6-yl}-6,7,8,9-tetrahydro-5H-benzo[7]annulen-2-yl]-1H-pyrrolo[2,3-b]pyridin-3-yl}phenyl)pyridin-3-yl]pyrrolidin-2-one